C(C1=CC=CC=C1)N1CCC2=CC=CC=C12 benzylindoline